C(CCC)[Sn](=O)CCCC dibutyl-(oxo)tin